C(C)OC(=O)C1=C(N=C(S1)NC1=NC(=CC(=N1)N1CCC(CC1)O)NCC1=CC=C(C=C1)C1=NN=NN1)C 2-[4-(4-hydroxypiperidin-1-yl)-6-[4-(1H-tetrazol-5-yl)benzylamino]pyrimidin-2-ylamino]-4-methylthiazole-5-carboxylic acid ethyl ester